FC(C(=O)O)(F)F.NCC(CC=1N(C(NN1)=O)C1=CC(=CC=C1)C1=CC=C(C=C1)S(=O)(=O)C)=C(F)F [2-(aminomethyl)-3,3-difluoro-allyl]-4-[3-(4-methylsulfonylphenyl)phenyl]-1,2,4-triazol-3-one trifluoroacetate salt